2,3-dibenzoylcyclopropane C(C1=CC=CC=C1)(=O)C1CC1C(C1=CC=CC=C1)=O